(R)-N-(6-(2-chloro-5-fluorophenyl)-3-(2,2-difluoroethyl)-2-methyl-8-oxo-3,6,7,8-tetrahydroimidazo[4,5-e]isoindol-5-yl)-3-fluoro-5-(trifluoromethyl)benzamide ClC1=C(C=C(C=C1)F)[C@@H]1NC(C2=C3C(=CC(=C12)NC(C1=CC(=CC(=C1)C(F)(F)F)F)=O)N(C(=N3)C)CC(F)F)=O